ClCC1=NSC(=N1)NC(=O)C=1OC(=C(C1)C1=CC(=CC=C1)OC(F)F)C N-(3-(chloromethyl)-1,2,4-thiadiazol-5-yl)-5-methyl-4-(3-(difluoromethoxy)phenyl)furan-2-carboxamide